N-[[6-(2-acetamidopyridine-4-carbonyl)-6-azaspiro[2.5]octan-2-yl]methyl]furo[2,3-c]pyridine-2-carboxamide C(C)(=O)NC1=NC=CC(=C1)C(=O)N1CCC2(C(C2)CNC(=O)C2=CC=3C(=CN=CC3)O2)CC1